[Na+].C(CCCCCCCCCCCCCCC)(=O)[O-].[Na+].C(CCCCCCCCCCCCCCC)(=O)[O-] sodium palmitate, sodium salt